FC(C1=CC(=CC=2N=C(OC21)C=2C=C(C=CC2)C2=C(C=C(C=C2)F)C2=NN=CN2C)C(=O)OC)F Methyl 7-(difluoromethyl)-2-(4'-fluoro-2'-(4-methyl-4H-1,2,4-triazol-3-yl)-[1,1'-biphenyl]-3-yl)benzo[d]oxazole-5-carboxylate